C(C)(C)C1=C(C=CC=C1)C1=NC=C2N(C(N(C2=N1)CC1=CC=C(C=C1)C=1N(C(=CN1)C(F)(F)F)C)=N)C 2-(2-isopropylphenyl)-7-methyl-9-(4-(1-methyl-5-(trifluoromethyl)-1H-imidazol-2-yl)benzyl)-7H-purin-8(9H)-imine